methyl 2-(benzyl(methyl)amino)-4-(benzyloxy)-6-methylbenzoate C(C1=CC=CC=C1)N(C1=C(C(=O)OC)C(=CC(=C1)OCC1=CC=CC=C1)C)C